O1CC1.[Mo] molybdenum oxirane